C(C=C)(=O)NC1=CC=C(C=C1)C1=NN2N=CN=C(C2=C1C1=CC(=C(C(=O)N(CC(F)(F)F)C)C=C1)OC)N 4-(6-(4-acrylamidophenyl)-4-aminopyrazolo[5,1-f][1,2,4]triazin-5-yl)-2-methoxy-N-methyl-N-(2,2,2-trifluoroethyl)benzamide